2-isocyanatomethyl-2-(3-isocyanatopropyl)-6-(2-isocyanatoethyl)-heptane N(=C=O)CC(C)(CCCC(C)CCN=C=O)CCCN=C=O